1,1-dimethanoyl-silane C(=O)[SiH2]C=O